FC1=CC=C(C=C1)C(N1C[C@@H](N(C[C@H]1C)C1=C2N=CN(C2=NC(=N1)NN)CCN(C)C)C)C1=CC=C(C=C1)F 2-(6-((2S,5R)-4-(bis(4-fluorophenyl)methyl)-2,5-dimethylpiperazin-1-yl)-2-hydrazineyl-9H-purin-9-yl)-N,N-dimethylethan-1-amine